C1(CC1)N1C=C(C(C2=CC(=C(C=C12)N1CCN(CC1)CC1=CC=C(C=C1)COC)F)=O)C(=O)O 1-cyclopropyl-6-fluoro-7-(4-(4-(methoxymethyl)benzyl)piperazin-1-yl)-4-oxo-1,4-dihydroquinoline-3-carboxylic acid